OC1=CC=C(CC2C(NC(C(N2)=O)CC2=CC=C(C=C2)O)=O)C=C1 3,6-Di(4-hydroxybenzyl)-2,5-diketopiperazin